IC1=C(C(=NC=C1)OC)CN1C(C2=CC=CC=C2C1=O)=O ((4-iodo-2-methoxypyridin-3-yl)methyl)isoindoline-1,3-dione